FC1=CC=C(C=C1)C(=NC1=CC=CC=C1)C1=CC=C(C=C1)F N-(bis(4-fluorophenyl)methylene)aniline